(3-phenylbenzo[b]thiophen-2-yl)boric acid C1(=CC=CC=C1)C=1C2=C(SC1OB(O)O)C=CC=C2